4-((3-(3,3-dimethyl-2-oxoazetidin-1-yl)propyl)amino)-2-((3-methyl-1-(1-methylpiperidin-4-yl)-1H-pyrazol-4-yl)amino)pyrimidine-5-carbonitrile CC1(C(N(C1)CCCNC1=NC(=NC=C1C#N)NC=1C(=NN(C1)C1CCN(CC1)C)C)=O)C